C(#N)C=1C=CC(=C2N=CC=NC12)N1C[C@@H](C[C@@H](C1)C)NC(CC1[C@H]2CN(C[C@@H]1C2)C)=O N-((3R,5S)-1-(8-cyanoquinoxalin-5-yl)-5-methylpiperidin-3-yl)-2-((1R,5S,6R)-3-methyl-3-aza-bicyclo[3.1.1]hept-6-yl)acetamide